C1(CC1)NC(=O)C1=C(C=C(C=C1OC)C1=CN=C2N1C=CC(=C2)OCCCN2CCC(CC2)C(=O)OCC)OC(F)F ethyl 1-[3-[3-[4-(cyclopropylcarbamoyl)-3-(difluoromethoxy)-5-methoxy-phenyl]imidazo[1,2-a]pyridin-7-yl]oxypropyl]piperidine-4-carboxylate